2-oxolanemethylamine O1C(CCC1)CN